OC(C(=O)C1=CC=CC=C1)C1=CC=C(C=C1O)O 2,4,6-trihydroxy-2-phenylacetophenone